2-((1-tosyl-1H-pyrrol-2-yl)methyl)pyridine S(=O)(=O)(C1=CC=C(C)C=C1)N1C(=CC=C1)CC1=NC=CC=C1